FC1=CC=C(C=C1)C1=NC=2C(=NC=C(N2)C(=O)N2C[C@H]3C([C@H]3C2)COC=2C(=NC=CC2)C(F)(F)F)N1C (2-(4-fluorophenyl)-1-methyl-1H-imidazo[4,5-b]pyrazin-5-yl)((1R,5S,6r)-6-(((2-(trifluoromethyl)pyridin-3-yl)oxy)methyl)-3-azabicyclo[3.1.0]hexan-3-yl)methanone